C(C)N[Si](C1CCCC1)(C1CCCC1)NCC bis(ethylamino)dicyclopentyl-silane